CC1=NN(C(=C1)C)C1=CC=C(C=C1)Br 3,5-dimethyl-1-(p-bromophenyl)-1H-pyrazole